(8-fluoro-2-methyl-imidazo[1,2-a]pyridin-6-yl)-1,1-diphenyl-methanimine FC=1C=2N(C=C(C1)N=C(C1=CC=CC=C1)C1=CC=CC=C1)C=C(N2)C